Ethyl (E)-3-[3-(methylsulfonyloxymethyl)phenyl]-2-propenoate CS(=O)(=O)OCC=1C=C(C=CC1)/C=C/C(=O)OCC